4-(6-(((1s,2s,3r,5r)-2-fluoro-9-azabicyclo[3.3.1]non-3-yl)oxy)pyridazin-3-yl)-3-hydroxybenzonitrile F[C@H]1[C@@H]2CCC[C@H](C[C@H]1OC1=CC=C(N=N1)C1=C(C=C(C#N)C=C1)O)N2